7-benzyl-4-(4-fluorobenzyl)-6,7,8,9-tetrahydroimidazo[1,2-a]pyrido[3,4-e]pyrimidin-5(4H)-one C(C1=CC=CC=C1)N1CC=2C(N(C=3N(C2CC1)C=CN3)CC3=CC=C(C=C3)F)=O